(2S)-2-[9H-fluoren-9-ylmethoxycarbonylamino]-3-[2-(trifluoromethoxy)phenyl]propionic acid C1=CC=CC=2C3=CC=CC=C3C(C12)COC(=O)N[C@H](C(=O)O)CC1=C(C=CC=C1)OC(F)(F)F